Trimethylhydroxypropyl-ammonium isooctanoate C(CCCCC(C)C)(=O)[O-].C[N+](CCCO)(C)C